FC1(CC(C1)C1=CC=2C=NC(=CC2N1O)NC1CCOCC1)F 2-(3,3-difluorocyclobutyl)-6-((tetrahydro-2H-pyran-4-yl)amino)-1H-pyrrolo[3,2-c]pyridin-1-ol